(Z)-hexadec-13-en-1-ol C(CCCCCCCCCCC\C=C/CC)O